2-((2S,4R)-4-Amino-1-(4-chlorobenzo[b]thiophen-2-carbonyl)pyrrolidin-2-yl)-N-((S)-6-guanidino-1-(methylamino)-1-oxohexan-2-yl)thiazol-4-carboxamid N[C@@H]1C[C@H](N(C1)C(=O)C1=CC2=C(S1)C=CC=C2Cl)C=2SC=C(N2)C(=O)N[C@H](C(=O)NC)CCCCNC(=N)N